N1CC(CC2=CC=C3C(=C12)C=CC=C3)O 1,2,3,4-tetrahydro-benzo(H)quinolin-3-ol